4-fluoro-N-{phenyl-[4-(prop-2-yl)phenyl]methyl}-1-[2-(1H-1,2,4-triazol-1-yl)acetyl]pyrrolidine-2-carboxamide FC1CC(N(C1)C(CN1N=CN=C1)=O)C(=O)NC(C1=CC=C(C=C1)C(C)C)C1=CC=CC=C1